rel-(R)-6-(cyclopropanecarboxamido)-4-((2-ethyl-4,5-dimethyl-4,5-dihydro-2H-[1,2,3]triazolo[4,5-c][1,7]naphthyridin-6-yl)amino)-N-(methyl-d3)pyridazine-3-carboxamide C1(CC1)C(=O)NC1=CC(=C(N=N1)C(=O)NC([2H])([2H])[2H])NC1=NC=CC=2C=3C([C@H](N(C12)C)C)=NN(N3)CC |o1:27|